tert-butyl 3-(2-methoxy-2-oxoethyl)-1-(4-((trifluoromethyl)thio)phenyl)-1,4,6,7-tetrahydro-5H-pyrazolo[4,3-c]pyridine-5-carboxylate COC(CC1=NN(C2=C1CN(CC2)C(=O)OC(C)(C)C)C2=CC=C(C=C2)SC(F)(F)F)=O